C(C1=CC=CC=C1)OCCCC(C(=O)O)C 5-(benzyloxy)-2-methylpentanoic acid